Racemic-(±)-1-[1-(2-bromo-5-trifluoromethyl-phenyl)-ethyl]-3-spiro[3.3]Hept-2-yl-urea BrC1=C(C=C(C=C1)C(F)(F)F)[C@@H](C)NC(=O)NC1CC2(C1)CCC2 |r|